BrC1=CC=2C(NCCOC2S1)=O 7-bromo-3,4-dihydrothieno[3,2-f][1,4]oxazepin-5(2H)-one